2-(4-methoxyphenyl)-2-(2-nitro-4-methylanilino)acetonitrile COC1=CC=C(C=C1)C(C#N)NC1=C(C=C(C=C1)C)[N+](=O)[O-]